7-(benzyloxy)-2-chloro-6-methoxyquinoline C(C1=CC=CC=C1)OC1=C(C=C2C=CC(=NC2=C1)Cl)OC